FC(C(=O)O)(F)F.N[C@]1(CN(CC1)C(=O)C1=CC(=NC=C1)C(=O)NC1=CC(=CC=C1)[C@@H](CC1=NN=CN1C)C)C 4-((R)-3-amino-3-methylpyrrolidine-1-carbonyl)-N-(3-((R)-1-(4-methyl-4H-1,2,4-triazol-3-yl)propan-2-yl)phenyl)picolinamide 2,2,2-trifluoroacetate